methyl 4-cyano-2-(2-(isoquinolin-5-yl)acetamido)-thiophene-3-carboxylate C(#N)C=1C(=C(SC1)NC(CC1=C2C=CN=CC2=CC=C1)=O)C(=O)OC